FC=1C=C2C(CCOC2=C(C1OC(C1=CC=C(C#N)C=C1)C1=CC=C(C=C1)S(=O)(=O)C)C)=O 4-(((6-fluoro-8-methyl-4-oxochroman-7-yl)oxy)(4-(methylsulfonyl)phenyl)methyl)benzonitrile